sulfonylpiperidine hydrochloride Cl.S(=O)(=O)=C1NCCCC1